FC=1C=C(C=NC1)NC=1C=C2C3=C(C=NC2=CC1)C(C1=C3C=NC(=N1)C(F)(F)F)=O 2-((5-fluoropyridin-3-yl)amino)-9-(trifluoromethyl)-7H-pyrimido[5',4':3,4]cyclopenta[1,2-c]quinolin-7-one